dimethyl decanedioate C(CCCCCCCCC(=O)OC)(=O)OC